Ethyl (R)-1-((4-(N,N-dimethylsulfamoyl)phenyl)sulfonyl)piperidine-3-carboxylate CN(S(=O)(=O)C1=CC=C(C=C1)S(=O)(=O)N1C[C@@H](CCC1)C(=O)OCC)C